1-(4-(4-AMINO-7-CYCLOPROPYL-7H-PYRROLO[2,3-D]PYRIMIDIN-5-YL)-2-FLUOROPHENYL)-3-(4-((4-(OXETAN-3-YL)PIPERAZIN-1-YL)METHYL)-3-(TRIFLUOROMETHYL)PHENYL)UREA NC=1C2=C(N=CN1)N(C=C2C2=CC(=C(C=C2)NC(=O)NC2=CC(=C(C=C2)CN2CCN(CC2)C2COC2)C(F)(F)F)F)C2CC2